dibenzooxaphosphorin oxide C1=CC=CC2=C1C1=C(P(O2)=O)C=CC=C1